N-[3-[5-[(4-chloro-1H-indazol-5-yl)amino]-1,2,4-oxadiazol-3-yl]phenyl]-1-methyl-pyrazole-4-carboxamide ClC1=C2C=NNC2=CC=C1NC1=NC(=NO1)C=1C=C(C=CC1)NC(=O)C=1C=NN(C1)C